C1(CC1)NS(=O)(=O)NC1=NN2C(N=CC=C2)=C1C(=O)N[C@@H](C)C=1N(C(C=2C(=CC=C3C2C1C(N3)=O)C#C)=O)C3=CC=CC=C3 (S)-2-((N-cyclopropylsulfamoyl)amino)-N-(1-(6-ethynyl-2,5-dioxo-4-phenyl-1,2,4,5-tetrahydropyrrolo[4,3,2-de]isoquinolin-3-yl)ethyl)pyrazolo[1,5-a]pyrimidine-3-carboxamide